1-(pyridin-3-ylmethyl)-3-(4-{[3-(trifluoromethyl)phenyl]sulfamoyl}phenyl)urea N1=CC(=CC=C1)CNC(=O)NC1=CC=C(C=C1)S(NC1=CC(=CC=C1)C(F)(F)F)(=O)=O